[1,2,4]triazolo[1,5-c]pyrimidine-8-carboxylate N=1C=NN2C=NC=C(C21)C(=O)[O-]